NCC1=NNC(C2=CC=C(C=C12)C=1C=NN(C1C1=CC=C2C=CC=C(N12)OC)C)=O 4-(aminomethyl)-6-[5-(5-methoxyindolizin-3-yl)-1-methyl-pyrazol-4-yl]-2H-phthalazin-1-one